O1CCCC2=NC=CC=C21 3,4-dihydro-2H-pyrano[3,2-b]pyridin